O=C(C=C)CCCC.[K] potassium 3-oxohept-1-en